m-trifluoromethoxybenzyl bromide FC(OC=1C=C(CBr)C=CC1)(F)F